FC(OC=1C=CC=2N(N1)C(=CN2)C2=CC(=NC=C2)N2CCN(CC2)C(C)=O)F 1-(4-(4-(6-(Difluoromethoxy)imidazo[1,2-b]pyridazin-3-yl)pyridin-2-yl)piperazin-1-yl)ethanone